NC=1C=2N(C=C(N1)C1=CN=C(S1)C1CC1)C(=CN2)C=2C=C(C=CC2C)C(C(F)(F)F)(C)O 2-(3-(8-Amino-6-(2-cyclopropylthiazol-5-yl)imidazo[1,2-a]pyrazin-3-yl)-4-methylphenyl)-1,1,1-trifluoropropan-2-ol